2-(4-propylphenyl)-5-(trifluoromethyl)furan C(CC)C1=CC=C(C=C1)C=1OC(=CC1)C(F)(F)F